NC1=C(C(=NN1C(C)C)C1=CC=C(C=C1)CC(=O)NC1=CC(=NO1)C(C)(C)S(=O)(=O)C)C(=O)N 5-Amino-1-isopropyl-3-(4-(2-((3-(2-(methylsulfonyl)propan-2-yl)isoxazol-5-yl)amino)-2-oxoethyl)phenyl)-1H-pyrazole-4-carboxamide